ClC1=C(C=CC(=C1)F)CCCN1C([C@@H]([C@@H](CC1)C=1C=C(C(=O)N)C=CC1)CN(C)C)O 3-((3S,4R)-1-(3-(2-chloro-4-fluorophenyl)propyl)-3-((dimethylamino)methyl)-hydroxypiperidin-4-yl)benzamide